FC(C(=O)O)(F)F.CN(CCC1=CC=C2C=CNC(C2=C1)=O)C 7-(2-(Dimethylamino)ethyl)isoquinolin-1(2H)-one trifluoroacetate